C(C)(C)(C)OC(N([C@@H]1[C@H](CCC1)O)CC1=CC(=C(C(=C1)C(F)(F)F)O)[N+](=O)[O-])=O (4-hydroxy-3-nitro-5-(trifluoromethyl)benzyl)((1S,2S)-2-hydroxycyclopentyl)carbamic acid tert-butyl ester